BrC=1NC(C=CC1N1CN(C2=CC=C(C=C2C1=O)C(F)(F)F)C1=C(C=C(C=C1)F)C)=O 3-(2-bromo-6-oxo-1,6-dihydropyridin-3-yl)-1-(4-fluoro-2-methylphenyl)-6-(trifluoromethyl)-2,3-dihydroquinazolin-4(1H)-one